N-(5-(((2r,5's)-5',6-dimethyl-5-oxo-5,6-dihydro-3H-spiro[furo[2,3-c]pyridin-2,3'-pyrrolidin]-1'-yl)methyl)-4-fluorothiazol-2-yl)acetamide C[C@H]1C[C@@]2(CN1CC1=C(N=C(S1)NC(C)=O)F)CC=1C(=CN(C(C1)=O)C)O2